(S)-3-(dimethylamino)pyrrolidin CN([C@@H]1CNCC1)C